3-(4-chlorophenyl)Azol-5-amine ClC1=CC=C(C=C1)C1=CNC(=C1)N